CC=1C=CC=C2C(CCNC12)NCC=1C(=NC(=NC1)SC)NC 8-methyl-N-[[4-(methylamino)-2-methylsulfanyl-pyrimidin-5-yl]methyl]-1,2,3,4-tetrahydroquinolin-4-amine